C1(CC1)C(C(=O)N1CCOC2=C(C1)C=NC=C2C#N)(C(F)F)C 4-(2-cyclopropyl-3,3-difluoro-2-methyl-propanoyl)-3,5-dihydro-2H-pyrido[3,4-f][1,4]oxazepine-9-carbonitrile